COC1=CC(=C(C=C1)CCCC2=CC(=C(C=C2)O)OC)O The molecule is a monomethoxybenzene that is 2-methoxyphenol substituted by a 3-(2-hydroxy-4-methoxyphenyl)propyl group at position 4. Isolated from the stems of Combretum griffithii, it exhibits anticancer activity. It has a role as a metabolite, an antimycobacterial drug, an antineoplastic agent and a plant metabolite.